4-ethyl-N-[(1S)-1-(4-methylcyclohexyl)-2-oxo-2-[[1-[1-(6-oxo-1H-pyridazin-5-yl)ethyl]pyrazol-4-yl]amino]ethyl]-1,2,5-oxadiazole-3-carboxamide C(C)C=1C(=NON1)C(=O)N[C@H](C(NC=1C=NN(C1)C(C)C1=CC=NNC1=O)=O)C1CCC(CC1)C